FC1(CCN(CC1)C=1C(=C(C=CC1)NC(C1=C(C=C(C=C1)NS(=O)(=O)CCO)N1CCC2(CC2)CC1)=O)F)F N-(3-(4,4-difluoropiperidin-1-yl)-2-fluorophenyl)-4-((2-hydroxyethyl)sulfonamido)-2-(6-azaspiro[2.5]octan-6-yl)benzamide